C(#N)C=1C=NN2C1C(=CC(=C2)OCC)C=2C=CC(=NC2)N2CCC(CC2)(C)NC(O[C@@H]2COCC2)=O (S)-tetrahydrofuran-3-yl (1-(5-(3-cyano-6-ethoxypyrazolo[1,5-a]pyridin-4-yl)pyridin-2-yl)-4-methylpiperidin-4-yl)carbamate